[2,4-bis(phenylmethoxy)-5-pyrimidinyl]boronic acid C1(=CC=CC=C1)COC1=NC=C(C(=N1)OCC1=CC=CC=C1)B(O)O